methyl (R)-2-hydroxy-3-(((S)-1-(4-(methylsulfonyl)phenyl) ethyl)amino)propanoate O[C@@H](C(=O)OC)CN[C@@H](C)C1=CC=C(C=C1)S(=O)(=O)C